O=C1N(CC2=CC(=CC=C12)CN1CCN(CC1)C1=NC=C(C=C1)C=1C=CC=2C3=C(N(C2C1)CC(F)(F)F)C=CN=C3)N3C(NC(CC3)=O)=O 1-(1-oxo-5-((4-(5-(5-(2,2,2-trifluoroethyl)-5H-pyrido[4,3-b]indol-7-yl)pyridin-2-yl)piperazin-1-yl)methyl)isoindolin-2-yl)dihydropyrimidine-2,4(1H,3H)-dione